[Si](C)(C)(C(C)(C)C)OCC[C@H](C)C1=NC(=C2N1C=C(N=C2)Cl)C=2C=C(C=CC2)CC=O (S)-2-(3-(3-(4-((tert-butyldimethylsilyl)oxy)butan-2-yl)-6-chloroimidazo[1,5-a]pyrazin-1-yl)phenyl)acetaldehyde